2-methyl-4,6-di-tert-butylphenyl benzoate C(C1=CC=CC=C1)(=O)OC1=C(C=C(C=C1C(C)(C)C)C(C)(C)C)C